7-((1H-pyrazolo[3,4-c]pyridin-5-yl)ethynyl)-6-methyl-N-(3-(trifluoromethyl)phenyl)benzo[d]isoxazol-3-amine N1N=CC=2C1=CN=C(C2)C#CC2=C(C=CC=1C(=NOC12)NC1=CC(=CC=C1)C(F)(F)F)C